2-butyl-N,N-bis[(2,4-dimethoxyphenyl)methyl]-4-isopropoxy-3H-imidazo[4,5-d]pyridazin-7-amine C(CCC)C=1NC=2C(=C(N=NC2OC(C)C)N(CC2=C(C=C(C=C2)OC)OC)CC2=C(C=C(C=C2)OC)OC)N1